FC1=NC(=C2N=CN(C2=N1)C1OCCCCC1)NC1=CC=C(C=C1)OC 2-fluoro-6-(4-methoxyanilino)-9-(oxepan-2-yl)-9H-purine